2-(3-Methoxyphenyl)-1-(4-(5-(7-(1-methyl-1H-pyrazol-4-yl)quinazolin-5-yl)pyrazin-2-yl)piperazin-1-yl)ethan-1-one COC=1C=C(C=CC1)CC(=O)N1CCN(CC1)C1=NC=C(N=C1)C1=C2C=NC=NC2=CC(=C1)C=1C=NN(C1)C